C(C)OC=1C(OC2=CC(=CC=C2C1)O)=O ethoxy-7-hydroxycoumarin